ClC=1C=C2C=C(N(C2=CC1CCC1=NOC=C1)S(=O)(=O)C1=CC=C(C)C=C1)CNC(OC(C)(C)C)=O tert-butyl ((5-chloro-6-(2-(isoxazol-3-yl)ethyl)-1-tosyl-1H-indol-2-yl)methyl)carbamate